acetylacetone cobalt (III) salt [Co+3].C(C)(=O)CC(C)=O